6,7-dimethoxy-9-(2-(methyl(tetrahydro-2H-pyran-4-yl)amino)pyrimidin-5-yl)naphtho[2,3-c]furan-1(3H)-one COC1=CC2=CC3=C(C(OC3)=O)C(=C2C=C1OC)C=1C=NC(=NC1)N(C1CCOCC1)C